tert-butyl [2-({4-[({5-[(3-fluoro-2-methylphenyl)carbamothioyl]-6-oxo-1,2,3,6-tetrahydropyridin-4-yl}amino)methyl]pyridin-3-yl}oxy)ethyl]carbamate FC=1C(=C(C=CC1)NC(=S)C1=C(CCNC1=O)NCC1=C(C=NC=C1)OCCNC(OC(C)(C)C)=O)C